7-methoxy-N-[1-(pyridin-4-yl)piperidin-4-yl]-6-{[2-(pyrrolidin-1-yl)ethoxy]methyl}-1,2,3,4-tetrahydroacridin-9-amine COC1=C(C=C2N=C3CCCCC3=C(C2=C1)NC1CCN(CC1)C1=CC=NC=C1)COCCN1CCCC1